methyl 4-amino-6-methoxy-7-(1-methylcyclopropyl)-7H-pyrrolo[2,3-d]pyrimidine-5-carboxylate NC=1C2=C(N=CN1)N(C(=C2C(=O)OC)OC)C2(CC2)C